C(#N)C1=CC=C(C=C1)C1=CC2(CC(C2)C2N(C(C3=CC=C(C=C23)C(=O)N)=O)C2C(NC(CC2)=O)=O)C1 [6-(4-cyanophenyl)spiro[3.3]hept-5-en-2-yl]-2-(2,6-dioxopiperidin-3-yl)-1-oxo-3H-isoindole-5-carboxamide